CN1CNCN(C1)C 3,5-dimethyl-[1,3,5]triazinane